C(=O)N1[C@H](CCC1)C(=O)O (2R)-1-FORMYLPYRROLIDINE-2-CARBOXYLIC ACID